tris[2-(salicylideneamino)ethyl]amine manganese [Mn].C(C=1C(O)=CC=CC1)=NCCN(CCN=CC=1C(O)=CC=CC1)CCN=CC=1C(O)=CC=CC1